(3S)-3-(1-cyclopentyl-5-(2-(trifluoromethyl)phenyl)-1H-pyrazole-3-carboxamido)-5-(3,3-difluoropiperidin-1-yl)-2-methylpentanoic acid tert-butyl ester C(C)(C)(C)OC(C([C@H](CCN1CC(CCC1)(F)F)NC(=O)C1=NN(C(=C1)C1=C(C=CC=C1)C(F)(F)F)C1CCCC1)C)=O